C1(=CC(=CC=C1)CCCC(C(=O)O)(C)C)CCCC(C(=O)O)(C)C 5,5'-(1,3-phenylene)bis(2,2-dimethylvaleric acid)